C(#N)[C@H](C[C@@H]1C(NCC1)=O)NC(=O)[C@H]1N([C@H]2CC([C@@H]1CC2)(F)F)C([C@H](CC2CCC2)NC(C(F)(F)F)=O)=O (1R,3S,4R)-N-((S)-1-cyano-2-((R)-2-oxopyrrolidin-3-yl)ethyl)-2-((S)-3-cyclobutyl-2-(2,2,2-trifluoroacetamido)propanoyl)-5,5-difluoro-2-azabicyclo[2.2.2]octane-3-carboxamide